C1(CCCC1)CN1CCC(CC1)C=1C(=NC(=NC1)NC1=CC(=CC=C1)OC)N[C@@H]1CC[C@H](CC1)O trans-4-((5-(1-(cyclopentylmethyl)piperidin-4-yl)-2-((3-methoxyphenyl)amino)pyrimidin-4-yl)amino)cyclohexan-1-ol